((S)-N-(4-(6-(2-Azabicyclo[2.2.2]octan-2-yl)pyridin-2-yl)thiazol-2-yl)carbamoyl)azetidine-2-carboxamide hydrochloride Cl.C12N(CC(CC1)CC2)C2=CC=CC(=N2)C=2N=C(SC2)NC(=O)N2C(CC2)C(=O)N